2-ethyl-1,4-bis(n-hexanoyloxy)naphthalene C(C)C1=C(C2=CC=CC=C2C(=C1)OC(CCCCC)=O)OC(CCCCC)=O